C1(=CC=CC=C1)C1C(C2C=CC1C2)C(=O)C2=NC=CC=C2 (3-phenylbicyclo[2.2.1]hept-5-en-2-yl)(pyridin-2-yl)methanone